(1S,2R,3S)-N-[7-chloro-6-[4-((R)-3-methyltetrahydrofuran-3-yl)piperazin-4-ium-1-yl]-3-isoquinolyl]-2-methyl-3-(1-methylpyrazol-4-yl)cyclopropanecarboxamide ClC1=C(C=C2C=C(N=CC2=C1)NC(=O)[C@H]1[C@@H]([C@@H]1C=1C=NN(C1)C)C)N1CC[NH+](CC1)[C@]1(COCC1)C